OCCN1C[C@H](CCC1)C1CN(C1)C(=O)OC(C)(C)C tert-butyl (R)-3-(1-(2-hydroxyethyl)piperidin-3-yl)azetidine-1-carboxylate